2,6-dimethylaminopiperidyltrimethylsilane CNC1N(C(CCC1)NC)[Si](C)(C)C